CC1=C(C=C(C=C1)Br)NO (2-methyl-5-bromophenyl)hydroxylamine